5-chloro-N4-(2-fluoro-6-nitrobenzyl)-N2-(1-methyl-1H-pyrazol-4-yl)pyrimidine-2,4-diamine ClC=1C(=NC(=NC1)NC=1C=NN(C1)C)NCC1=C(C=CC=C1[N+](=O)[O-])F